(S)-1-allyl-7-((1-(4-(hept-6-enoyl)phenyl)ethyl)amino)-1,4-dihydro-2H-pyrimido[4,5-d][1,3]oxazin-2-one C(C=C)N1C(OCC2=C1N=C(N=C2)N[C@@H](C)C2=CC=C(C=C2)C(CCCCC=C)=O)=O